CC1([C@H]([C@@H]1C=1SC=C(N1)C(C)C)C1=CC=C(C=C1)S(=O)(=O)N)C 4-{(1S,3S)-2,2-dimethyl-3-[4-(propan-2-yl)-1,3-thiazol-2-yl]cyclopropyl}benzenesulfonamide